COC(=O)C1=CC2=C(C3=C(N=C(N=C3NCCCN3CCCCC3)CC3=CSC=C3)N2)N=C1 4-((3-(piperidin-1-yl)propyl)amino)-2-(thien-3-ylmethyl)-9H-pyrido[2',3':4,5]pyrrolo[2,3-d]pyrimidine-7-carboxylic acid methyl ester